CC1=CC=C(C=C1)S(=O)(=O)O/N=C\1/C(=CC(C(=C1)C(C)C)=O)C [(E)-(2-methyl-4-oxo-5-propan-2-ylcyclohexa-2,5-dien-1-ylidene)amino] 4-methylbenzenesulfonate